BrC1=NC(=C(C=C1CC(C(C)(C)C)NC(OC(C)(C)C)=O)OCC1CC1)Cl tert-butyl (1-(2-bromo-6-chloro-5-(cyclopropylmethoxy)pyridin-3-yl)-3,3-dimethylbutan-2-yl)carbamate